tert-butyl (S)-7-(methoxymethyl)-1,4-dioxa-8-azaspiro[4.5]decane-8-carboxylate COC[C@@H]1CC2(OCCO2)CCN1C(=O)OC(C)(C)C